(Z)-5-cyclopentadecenone C1(CCC\C=C/CCCCCCCCC1)=O